CN[C@@H](CC1=CN=CN1)C(=O)O The molecule is a N(alpha)-methyl-L-histidines that is L-histidine bearing a single methyl substituent at the N(alpha)-position. It is a tautomer of a N(alpha)-methyl-L-histidine zwitterion.